ClC=1C(=CC=C2C=CC=C(C12)N1CC=2N=C(N=C(C2CC1)O)OC[C@@H]1CC=CN1C)F (S)-7-(8-chloro-7-fluoronaphthalen-1-yl)-2-((1-methylpyrrolin-5-yl)methoxy)-5,6,7,8-tetrahydropyrido[3,4-d]pyrimidin-4-ol